C1(=CC=CC=C1)C=1N=C(OC1C1=CC=CC=C1)SC(C(=O)NCC(C)C)C 2-(4,5-diphenyloxazol-2-yl)sulfanyl-N-isobutylpropanamide